C1=CC(=CC=2OC3=C(C21)C=CC=C3)C3=NC=NC=N3 6-(dibenzo[b,d]furan-3-yl)-1,3,5-triazine